3-[4-(Piperidin-4-yloxy)phenyl]-1-sulfamoyl-1H-pyrrole-2-carboxylic acid hydrochloride Cl.N1CCC(CC1)OC1=CC=C(C=C1)C1=C(N(C=C1)S(N)(=O)=O)C(=O)O